(2R,3R,4S,5R,6R)-6-((3-(1-amino-2-methylpropan-2-yl)isoxazol-5-yl)methyl)-4-(4-(2,3-difluoro-4-methylphenyl)-1H-1,2,3-triazol-1-yl)-2-(hydroxymethyl)-5-methoxytetrahydro-2H-pyran-3-ol NCC(C)(C)C1=NOC(=C1)C[C@@H]1[C@@H]([C@H]([C@H]([C@H](O1)CO)O)N1N=NC(=C1)C1=C(C(=C(C=C1)C)F)F)OC